N1=CC(=CC=C1)C1=CN=C2N1C=CC=C2 3-(pyridin-3-yl)imidazo[1,2-a]Pyridine